C(C)(=O)NC=1C=C(C(=NC1)C=1N=NN(C1C(=O)O)C)F 4-(5-acetamido-3-fluoropyridin-2-yl)-1-methyl-1H-1,2,3-triazole-5-carboxylic acid